D,L-fucose O=C[C@H](O)[C@@H](O)[C@@H](O)[C@H](O)C |r|